(2-methyl-6-((2R,3R,4R,5R,6R)-3,4,5-tris(benzyloxy)-6-((benzoyloxy) methyl) tetrahydro-2H-pyran-2-yl) phenyl) acrylate C(C=C)(=O)OC1=C(C=CC=C1[C@H]1O[C@@H]([C@H]([C@@H]([C@@H]1OCC1=CC=CC=C1)OCC1=CC=CC=C1)OCC1=CC=CC=C1)COC(C1=CC=CC=C1)=O)C